C(#N)C1=CC(=C(C=C1)[C@@H]1C(=C(NC2=C(C=NC(=C12)OCC)C)C)C(=O)OC[C@@H](C(=O)OCC)NC(=O)OC(C)(C)C)OC (S)-2-((tert-butoxy carbonyl) amino)-3-ethoxy-3-oxopropyl (S)-4-(4-cyano-2-methoxy phenyl)-5-ethoxy-2,8-dimethyl-1,4-dihydro-1,6-naphthyridine-3-carboxylate